((3-(3-Carboxybicyclo[1.1.1]pentane-1-carboxamido)-5-(trifluoromethyl)phenyl)-carbamoyl)(3-(pyridin-2-ylmethyl)-1,2,3-oxadiazol-3-ium-5-yl)amide C(=O)(O)C12CC(C1)(C2)C(=O)NC=2C=C(C=C(C2)C(F)(F)F)NC(=O)[N-]C2=C[N+](=NO2)CC2=NC=CC=C2